OC1=C(C=C(C=C1Cl)Cl)SC1=C(C(=CC(=C1)Cl)Cl)O bis-(2-hydroxy-3,5-dichlorophenyl) sulphide